FC1=C(C=CC=C1F)[C@@H]1N(OCC1)C1=CC(=NC=N1)NC1=C(C=C(C=C1)N1CCC(CC1)N1CCN(CC1)C(C)C)OC (R)-6-(3-(2,3-difluorophenyl)isoxazolidin-2-yl)-N-(4-(4-(4-isopropylpiperazin-1-yl)piperidin-1-yl)-2-methoxy-phenyl)pyrimidin-4-amine